C1(CCCCC1)C(C1CCCCC1)C(NCCOCCOCCOCCOCCOCCC(=O)N)C=1C=NC(=CC1)OCC=1C(=C(C=CC1)C1=CC=CC=C1)C (dicyclohexylmethyl)-1-(6-((2-methyl-[1,1'-biphenyl]-3-yl)methoxy)pyridin-3-yl)-5,8,11,14,17-pentaoxa-2-azaicosan-20-amide